4-fluoro-3-(trifluoromethoxy)benzamide FC1=C(C=C(C(=O)N)C=C1)OC(F)(F)F